3-(tert-butyl)pyridine C(C)(C)(C)C=1C=NC=CC1